N[C@]1(CN(CC1)C1=C(C(=CC(=C1)Cl)CC)CN1C2=NC=NC(=C2N=C1)N)CO (R)-(3-amino-1-(2-((6-amino-9H-purin-9-yl)methyl)-5-chloro-3-ethylphenyl)pyrrolidin-3-yl)methanol